6-((4-(4-((9-cyclopentyl-8-(phenylamino)-9H-purin-2-yl)amino)phenyl)piperazin-1-yl)methyl)-2-(2,6-dioxopiperidin-3-yl)-4-fluoroisoindoline-1,3-dione C1(CCCC1)N1C2=NC(=NC=C2N=C1NC1=CC=CC=C1)NC1=CC=C(C=C1)N1CCN(CC1)CC1=CC(=C2C(N(C(C2=C1)=O)C1C(NC(CC1)=O)=O)=O)F